6-Fluoro-3-(3-hydroxyphenyl)-2-methylquinazolin-4(3H)-one FC=1C=C2C(N(C(=NC2=CC1)C)C1=CC(=CC=C1)O)=O